3,6-Dihydroimidazo[4,5-d]pyrrolo[2,3-b]pyridine-8-carboxylic acid N1=CNC=2C1=C1C(=NC2)NC=C1C(=O)O